1-(6-(methyl(7H-pyrrolo[2,3-d]pyrimidin-4-yl)amino)-2-azaspiro[3.3]heptan-2-yl)ethanone CN(C1CC2(CN(C2)C(C)=O)C1)C=1C2=C(N=CN1)NC=C2